(2S,4R)-4-hydroxy-1-(3-methoxybenzoyl)-N-(4-(oxazol-5-yl)benzyl)pyrrolidine-2-carboxamide O[C@@H]1C[C@H](N(C1)C(C1=CC(=CC=C1)OC)=O)C(=O)NCC1=CC=C(C=C1)C1=CN=CO1